6,7-dichloro-3-(hydroxymethyl)-10-(1H-pyrazol-4-yl)-3,4-dihydro-2H-pyrazino[1,2-a]indol-1-one ClC1=C(C=CC=2C(=C3N(C12)CC(NC3=O)CO)C=3C=NNC3)Cl